Methyl 1-(4-(((2S,4R)-2-methyl-1-propionyl-1,2,3,4-tetrahydroquinolin-4-yl)amino)benzoyl)azetidine-3-carboxylate C[C@@H]1N(C2=CC=CC=C2[C@@H](C1)NC1=CC=C(C(=O)N2CC(C2)C(=O)OC)C=C1)C(CC)=O